FC(OC1=C(C=CC(=C1)C1=NN(C=N1)COC)NC1=C(N=NC=C1)C(=O)NC([2H])([2H])[2H])F 4-((2-(difluoromethoxy)-4-(1-(methoxymethyl)-1H-1,2,4-triazol-3-yl)phenyl)amino)-N-(methyl-d3)pyridazine-3-carboxamide